2,2-Dimethyl-3-(3-(3-phenylpropanoyl)-2-(4-(trifluoromethyl)phenyl)-1H-indol-1-yl)propanamide CC(C(=O)N)(CN1C(=C(C2=CC=CC=C12)C(CCC1=CC=CC=C1)=O)C1=CC=C(C=C1)C(F)(F)F)C